Methyl (2R)-1-[(E)-4-(4,4,5,5-tetramethyl-1,3,2-dioxaborolan-2-yl)but-3-enyl]azetidine-2-carboxylate CC1(OB(OC1(C)C)/C=C/CCN1[C@H](CC1)C(=O)OC)C